N1N=NN=C1[C@@H]1CNCC1 (3S)-3-(1H-tetrazol-5-yl)pyrrolidin